3-(o-tolyl)propionic acid C1(=C(C=CC=C1)CCC(=O)O)C